C(C)(C)(C)OC(=O)N[C@H](C(=O)OC(C)(C)C)CC1=CC(=CC=C1)C=1C=NC=2N(C1)N=C(C2)C#N tert-butyl (S)-2-((tert-butoxycarbonyl)amino)-3-(3-(2-cyanopyrazolo[1,5-a]pyrimidin-6-yl)phenyl)propanoate